sodium 3,5-bistrifluoromethylphenol FC(C=1C=C(C=C(C1)C(F)(F)F)O)(F)F.[Na]